4-{[2-fluoro-4-(2-isopropylsulfanyl-pyridin-3-yl)-phenyl]-methyl-amino}-butyric acid FC1=C(C=CC(=C1)C=1C(=NC=CC1)SC(C)C)N(CCCC(=O)O)C